NC1=NC=C(C=N1)C=1C=C2C(=NC=NC2=CC1)NC1=CC(=C(C=C1)F)Cl 6-(2-aminopyrimidin-5-yl)-N-(3-chloro-4-fluorophenyl)quinazolin-4-amine